E-arginine N[C@@H](CCCN\C(\N)=N\[H])C(=O)O